C(CCCCCCCCCCCCCC=CCC=CCC=CCC)(=O)O Tetracosa-15,18,21-trienoic acid